(thiazol-4-yl)pyridine S1C=NC(=C1)C1=NC=CC=C1